N-[5-(2,6-difluoro-4-methoxyphenyl)-2-{6-[4-(2-methoxyethyl)piperazin-1-yl]pyridin-2-yl}-1-methyl-3-oxo-2,3-dihydro-1H-pyrazol-4-yl]-4-(difluoromethoxy)benzamide FC1=C(C(=CC(=C1)OC)F)C1=C(C(N(N1C)C1=NC(=CC=C1)N1CCN(CC1)CCOC)=O)NC(C1=CC=C(C=C1)OC(F)F)=O